O[C@H]1[C@@H](O[C@@H]([C@H]1O)CO)N1C(NC(C=C1)=O)=O 1-[(2R,3R,4S,5R)-3,4-Dihydroxy-5-(hydroxymethyl)oxolan-2-yl]pyrimidin-2,4-dion